NC1=C(C=C(C=C1)C1=CN(C=2N=CN=C(C21)N)C2=CC=NC=C2)F 5-(4-amino-3-fluorophenyl)-7-(pyridin-4-yl)-7H-pyrrolo[2,3-d]pyrimidin-4-amine